methyl 2-ethyl-hexanoate C(C)C(C(=O)OC)CCCC